(1s,4s)-4-((3-(4-phenoxy-2-(trifluoromethyl)benzoyl)-1H-pyrrolo[2,3-b]pyridine-4-yl)amino)cyclohexane-1-carboxylic acid O(C1=CC=CC=C1)C1=CC(=C(C(=O)C2=CNC3=NC=CC(=C32)NC3CCC(CC3)C(=O)O)C=C1)C(F)(F)F